phenoxy-acetic acid 2-[2-oxo-2-phenyl-acetoxy-ethoxy]-ethyl ester O=C(C(=O)OCCOCCOC(COC1=CC=CC=C1)=O)C1=CC=CC=C1